tert-butyl 4-(7-fluoro-4,5-dihydropyrazolo[1,5-a]quinolin-2-yl)piperidine-1-carboxylate FC=1C=C2CCC=3N(C2=CC1)N=C(C3)C3CCN(CC3)C(=O)OC(C)(C)C